2-hydroxyethyl aminoethyl phosphonate P(OCCO)(OCCN)=O